3-propylaniline C(CC)C=1C=C(N)C=CC1